tert-butyl 6-(2,4-dioxotetrahydropyrimidin-1(2H)-yl)indoline-1-carboxylate O=C1N(CCC(N1)=O)C1=CC=C2CCN(C2=C1)C(=O)OC(C)(C)C